OC(C)(C)C1=CC=C(C=N1)NC(O[C@H](C)[C@H](C)OC1=C(C=C2C(=N1)SC(=N2)C2=C1N=CC(=NC1=CC(=C2)C)OC)F)=O (2R,3S)-3-((6-fluoro-2-(2-methoxy-7-methylquinoxalin-5-yl)thiazolo[5,4-b]pyridin-5-yl) oxy)butan-2-yl (6-(2-hydroxypropan-2-yl)pyridin-3-yl)carbamate